CN(C)C(CCCCC)O N,N-dimethylaminohexanol